Benzyl [(1R,3S,4S)-3-hydroxy-4-(methylamino)cyclopentyl]carbamate O[C@H]1C[C@@H](C[C@@H]1NC)NC(OCC1=CC=CC=C1)=O